FC1=C(C=C(C=C1)OC=1C(=C2C=CNC2=C(C1F)F)F)C=1NC=C(N1)[C@@]1(CC(OC2=C(C=CC=C12)CCC(=O)OCC)(C)C)C |r| racemic-ethyl 3-[4-[2-[2-fluoro-5-[(4,6,7-trifluoro-1H-indol-5-yl)oxy]phenyl]-1H-imidazol-4-yl]-2,2,4-trimethyl-chroman-8-yl]propanoate